P(=O)(O)(O)OC[C@@H]1[C@](C([C@@H](O1)N1C(=O)NC(N)(C=C1)C(=O)OC(C)(C)C)(F)F)(O)C(=O)OC(C)(C)C 3',4-di-tert-butoxycarbonyl-2'-deoxy-2',2'-difluoro cytidine-5'-phosphate